racemic-3-cyclohexene-1-carboxylate [C@@H]1(CC=CCC1)C(=O)[O-] |r|